(R)-3-(4-((R)-1-(3-cyanophenyl)ethylamino)cinnolin-6-ylamino)pyrrolidine-1-carboxylic acid tert-butyl ester C(C)(C)(C)OC(=O)N1C[C@@H](CC1)NC=1C=C2C(=CN=NC2=CC1)N[C@H](C)C1=CC(=CC=C1)C#N